5-(2-(3-fluorophenyl)pyrrolidin-1-yl)pyrazolo[1,5-a]pyrimidine-3-carboxylic acid FC=1C=C(C=CC1)C1N(CCC1)C1=NC=2N(C=C1)N=CC2C(=O)O